N1[C@@H](CC1)COC=1C=CC(=C(C(=O)NC2(CC2)C2=C3C=CC=NC3=CC(=C2)C(=C)C)C1)C (S)-5-(Azetidin-2-ylmethoxy)-2-methyl-N-(1-(7-(prop-1-en-2-yl)quinolin-5-yl)cyclopropyl)benzamide